S1C(=CC=C1)C1(C(N(C(N1C1=CC=CC=C1)=O)C1=CC=CC=C1)=O)O 5-(2-thienyl)-5-hydroxy-1,3-diphenyl-2,4-imidazolinedione